dimethyl-2-(4-(3-(3-(1-((4-methyl-4H-1,2,4-triazol-3-yl)thio)ethyl)phenyl)ureido)phenyl)acetamide CC(C(=O)N)(C1=CC=C(C=C1)NC(=O)NC1=CC(=CC=C1)C(C)SC1=NN=CN1C)C